N-(3-Triethoxysilylpropyl)-4-hydroxyoctan-amid C(C)O[Si](CCCNC(CCC(CCCC)O)=O)(OCC)OCC